C(C)N1N=CC(=C1C1=C(C=C(C=C1)NC(C)C)F)C(=O)O 1-Ethyl-5-[2-fluoro-4-(propan-2-ylamino)phenyl]pyrazole-4-carboxylic acid